(4,6-dichloro-5-(2-(3,3,3-trifluoropropyl)phenyl)-1H-benzo[d]imidazol-2-yl)(4-(ethylsulfonyl)phenyl)methanol tert-butyl-2,2',2''-(1,4,7,10-tetraazacyclododecan-1,4,7-triyl)triacetate C(C)(C)(C)C(C(=O)O)N1CCN(CCN(CCNCC1)CC(=O)O)CC(=O)O.ClC1=C(C(=CC=2NC(=NC21)C(O)C2=CC=C(C=C2)S(=O)(=O)CC)Cl)C2=C(C=CC=C2)CCC(F)(F)F